C(C)(C)C=1C2=CC(=C(C(=C2C=CC1)CC(=O)[O-])C=1C(=C2C=CC=C(C2=CC1C)C(C)C)CC(=O)[O-])C 5,5'-diisopropyl-3,3'-dimethyl-[2,2'-binaphthalene]-1,1'-diacetate